COCCCCN1C(CCC1)=O N-(4-methoxybutyl)-2-pyrrolidone